N-((S)-1-(((S)-1-amino-3-((R)-5,5-dimethyl-2-oxopyrrolidin-3-yl)-1-oxopropan-2-yl)amino)-3-cyclopropyl-1-oxopropan-2-yl)-7-fluoro-4-methoxy-1H-indole-2-carboxamide NC([C@H](C[C@H]1C(NC(C1)(C)C)=O)NC([C@H](CC1CC1)NC(=O)C=1NC2=C(C=CC(=C2C1)OC)F)=O)=O